ClC=1C=CC(=NC1F)C=O 5-CHLORO-6-FLUOROPICOLINALDEHYDE